NC1=C(N(N=C1C)CC1=CC=C(C=C1)OC)C1=C(C=NC(=C1)C(F)(F)F)N 4-[4-amino-2-[(4-methoxyphenyl)methyl]-5-methyl-pyrazol-3-yl]-6-(trifluoromethyl)pyridin-3-amine